6-[3-(2-methoxy-4-methylsulfonyl-anilino)prop-1-ynyl]-N-(2-methoxyethyl)-1-(2,2,2-trifluoroethyl)benzimidazole-4-carboxamide COC1=C(NCC#CC=2C=C(C3=C(N(C=N3)CC(F)(F)F)C2)C(=O)NCCOC)C=CC(=C1)S(=O)(=O)C